5-fluoro-N2-(4-(2-methoxyethoxy)phenyl)-N4-(4-nitrophenyl)pyrimidine-2,4-diamine FC=1C(=NC(=NC1)NC1=CC=C(C=C1)OCCOC)NC1=CC=C(C=C1)[N+](=O)[O-]